ClC1=CC=C(C=N1)NC(=O)NC1CN(C(C1)=O)C1=CC=C(C=C1)C 1-(6-chloropyridin-3-yl)-3-[1-(4-methylphenyl)-5-oxopyrrolidin-3-yl]urea